CC(=O)C1=C(C(=CC=C1)Cl)Cl 2,3-dichloroacetophenone